NC1=NC(=NC=2N1N=C(N2)C=2OC=CC2)NCCN2N=CC1=C(C=CC=C21)NS(=O)(=O)C=2C=C(C(=C(C(=O)N)C2)O)Cl 5-(N-(1-(2-((7-amino-2-(furan-2-yl)-[1,2,4]triazolo[1,5-a][1,3,5]triazin-5-yl)amino)ethyl)-1H-indazol-4-yl)sulfamoyl)-3-chloro-2-hydroxybenzamide